C(C)(C)(C)OC(=O)NC=1C=C(C(=NC1C(=O)NN)O[C@H](CCCCC[C@@](C(=O)O)(C(F)(F)F)O)C)C(F)(F)F (2R,8S)-8-((5-((tert-Butoxycarbonyl)amino)-6-(hydrazinecarbonyl)-3-(trifluoromethyl)pyridin-2-yl)oxy)-2-hydroxy-2-(trifluoromethyl)nonanoic acid